(R)-N-(1-(3-amino-2-methyl-3-oxopropyl)-3-(5-chloro-2-methoxyphenyl)-1H-pyrazol-4-yl)pyrazolo[1,5-a]pyrimidine-3-carboxamide NC([C@@H](CN1N=C(C(=C1)NC(=O)C=1C=NN2C1N=CC=C2)C2=C(C=CC(=C2)Cl)OC)C)=O